CONC=1C=2N=CN([C@H]3[C@H](O)[C@H](O)[C@@H](CO)O3)C2N=C(N1)C#CC1=CC=C(C=C1)C N6-methoxy-2-[(4-methylphenyl)ethynyl]adenosine